N([C@@H](CCCNC(N)=N)C(=O)O)C(C(=O)[O-])CC(=O)[O-] L-Arginino-succinate